tert-butyl 2,2-dimethyl-4-(1-((2-methylimidazo[1,2-a]pyrimidin-6-yl)carbamoyl)-2,3-dihydro-1H-pyrrolo[2,3-b]pyridin-4-yl)piperazine-1-carboxylate CC1(N(CCN(C1)C1=C2C(=NC=C1)N(CC2)C(NC=2C=NC=1N(C2)C=C(N1)C)=O)C(=O)OC(C)(C)C)C